N-(1H-tetrazol-5-yl)-3,5-dinitropyrazole N1N=NN=C1N1N=C(C=C1[N+](=O)[O-])[N+](=O)[O-]